O=[N+]([O-])C1C=CC(O)=C([N+](=O)[O-])C=1 alpha-dinitrophenol